Cl.N1CC(CC1)C=O (pyrrolidin-3-yl)methanone hydrochloride